CN1N=CC(=C1)C1=NC=C(C(=O)N)C=C1 6-(1-methyl-1H-pyrazol-4-yl)nicotinamide